C1(CC1)C1=CC(=CC(=N1)N1C=NC2=C(C1=O)NC(=C2)CNC2(CCC2)C)C2=C(C=C(C=C2)F)C2=NN=CN2C 3-[6-cyclopropyl-4-[4-fluoro-2-(4-methyl-1,2,4-triazol-3-yl)phenyl]pyridin-2-yl]-6-[[(1-methylcyclobutyl)amino]methyl]-5H-pyrrolo[3,2-d]pyrimidin-4-one